FC1(CN(C1)C1=NC=NC2=C1SC=1N=NC(=C(C12)C)C)F 8-(3,3-difluoroazetidin-1-yl)-3,4-dimethylpyrimido[4',5':4,5]thieno[2,3-c]pyridazine